(S)-3-((4-((3-methoxyphenyl)sulfonamido)naphthalen-1-yl)(prop-2-yn-1-yl)amino)butanoic acid COC=1C=C(C=CC1)S(=O)(=O)NC1=CC=C(C2=CC=CC=C12)N([C@H](CC(=O)O)C)CC#C